CNC(=O)C1=CC=2N=C(N=C(C2O1)N1CCOCC1)N1N=C(C=C1)C=1C=C(C=CC1)C N-methyl-4-morpholino-2-(3-(m-tolyl)-1H-pyrazol-1-yl)furo[3,2-d]pyrimidine-6-carboxamide